O1C2(OCCC1)C(NC1=CC=CC=C12)=O spiro[indoline-3,2'-[1,3]dioxan]-2-one